C(CCCCCCC)NC(OC1=CC(=C(C=C1)OCC1=CC=CC=C1)C=1C=NC=C(C1)C=1OC=NN1)=O 3-(5-(1,3,4-oxadiazol-2-yl)pyridin-3-yl)-4-(benzyloxy)phenyl octylcarbamate